(3S)-3-(thiophen-3-yl)-3-[1-(trifluoromethyl)cyclopropyl]propanoic acid S1C=C(C=C1)[C@@H](CC(=O)O)C1(CC1)C(F)(F)F